CC1=NC(=CC(=C1)C=1NC2=CC=C(C=C2C1C(C)C)C1CCC(CC1)N1CCN(CC1)C)C 2-(2,6-dimethylpyridin-4-yl)-3-isopropyl-5-(4-(4-methylpiperazin-1-yl)cyclohexyl)-1H-indole